methyl 3-(benzyloxy)-4-oxo-6H,7H,8H,9H-pyrido[1,2-a]pyrimidine-2-carboxylate C(C1=CC=CC=C1)OC1=C(N=C2N(C1=O)CCCC2)C(=O)OC